BrC=1C(=C2C(=NC1)NC=C2C2=CC=C(C(=O)NC)C=C2)Cl 4-(5-bromo-4-chloro-1H-pyrrolo[2,3-b]pyridin-3-yl)-N-methylbenzamide